FC(C1=NN(C=C1NC(=O)C=1C=NN2C1N=C(C=C2)N2C[C@@H](C[C@H](C2)F)NC(OC(C)(C)C)=O)C2CCNCC2)F tert-butyl N-[(3R,5R)-1-[3-[[3-(difluoromethyl)-1-(4-piperidyl)pyrazol-4-yl]carbamoyl]pyrazolo[1,5-a]pyrimidin-5-yl]-5-fluoro-3-piperidyl]carbamate